C1(=CC=CC=C1)C=1N(C(=NN1)SCC(=O)NC1=C(C2=C(S1)CCC2)C(=O)N)CC=C 2-(2-{[5-phenyl-4-(prop-2-en-1-yl)-4H-1,2,4-triazol-3-yl]sulfanyl}acetamido)-4H,5H,6H-cyclopenta[b]thiophene-3-carboxamide